C(CC)NN[C@@H](CC1=CNC=N1)C(=O)O propylamino-L-histidine